CC=1SC2=C(N1)C=C(C=C2)C 2,5-dimethylbenzothiazole